8-chloro-1-[trans-4-(pyridin-2-yloxy)cyclohexyl]-5,6-dihydro-4H-[1,2,4]triazolo[4,3-a][1]benzazepine-5-amine ClC=1C=CC2=C(CC(CC=3N2C(=NN3)[C@@H]3CC[C@H](CC3)OC3=NC=CC=C3)N)C1